methylprop-2-enyl carbonate C(OC(C=C)C)([O-])=O